BrC(C=O)C(C1=CC=CC=C1)Br 2,3-dibromo-3-phenylpropionaldehyde